C1(CC1)[C@H](C)N1C(C2=C(C=C(C=C2C1)C1=CC(=NC=C1)C=1NC(=C(N1)C)C(=O)NC1CN(C1)C)S(=O)(=O)C)=O (S)-2-(4-(2-(1-Cyclopropylethyl)-7-(methylsulfonyl)-1-oxoisoindolin-5-yl)pyridin-2-yl)-4-methyl-N-(1-methylazetidin-3-yl)-1H-imidazole-5-carboxamide